tert-butyl N-[4-[1-(2,6-dioxo-3-piperidyl)-3-methyl-2-oxo-benzimidazol-4-yl]butyl]-N-methyl-carbamate O=C1NC(CCC1N1C(N(C2=C1C=CC=C2CCCCN(C(OC(C)(C)C)=O)C)C)=O)=O